C(C)OC1=NC=CC=C1C1=CC(=C2C(=N1)C(=NN2C(CC)C)C)NCC2=CN=C(O2)C 5-(2-ethoxy-3-pyridinyl)-3-methyl-N-[(2-methyloxazol-5-yl)methyl]-1-[1-methylpropyl]pyrazolo[4,3-b]pyridin-7-amine